OC(CC(CC(CCCC(OC)OC(CCCC(CC(CC(C)O)C)C)OC)C)C)C 8-Hydroxy-4,6-dimethylnonylmethoxymethyl ether